6-(5-methyl-1H-indazol-4-yl)-2-phenylpyrimidine-4-carboxamide CC=1C(=C2C=NNC2=CC1)C1=CC(=NC(=N1)C1=CC=CC=C1)C(=O)N